Ethyl (S)-2-(4-benzyl-1-(4-(difluoromethyl)-5-(trifluoromethyl)pyridin-2-yl)piperazin-2-yl)acetate C(C1=CC=CC=C1)N1C[C@@H](N(CC1)C1=NC=C(C(=C1)C(F)F)C(F)(F)F)CC(=O)OCC